sulfhydryl-ethylene glycol SC(CO)O